C(CCC)PC1=C(C=CC=C1)C1=C(C=CC=C1OC)OC butyl(2',6'-dimethoxy-[1,1'-biphenyl]-2-yl)phosphine